2-(6-(4-(Aminomethyl)phenyl)-7-methyl-4-(trifluoromethyl)-2H-indazol-2-yl)-2-((R)-6-fluoro-6,7-dihydro-5H-pyrrolo[1,2-c]imidazol-1-yl)-N-(thiazol-2-yl)acetamide NCC1=CC=C(C=C1)C=1C=C(C2=CN(N=C2C1C)C(C(=O)NC=1SC=CN1)C1=C2N(C=N1)C[C@@H](C2)F)C(F)(F)F